5,6-dimethyl-3-oxocyclohex-1-en-1-yl 4-methylbenzoate CC1=CC=C(C(=O)OC2=CC(CC(C2C)C)=O)C=C1